FC1(CC(C1)(CC1=NN=CN1C)C=1C=C(C=CC1)N1CC2=C(C=C(C=C2C1=O)C=O)C(F)F)F 2-(3-(3,3-difluoro-1-((4-methyl-4H-1,2,4-triazol-3-yl)methyl)cyclobutyl)phenyl)-7-(difluoromethyl)-3-oxoisoindoline-5-carbaldehyde